[2H]C(C(=O)N(CC(=O)NNC(OC(C)(C)C)=O)CC1=C(C=C(C=C1)S(N)(=O)=O)F)(OC1=C(C(=CC(=C1)F)F)C(C([2H])([2H])[2H])([2H])[2H])[2H] tert-butyl N-[[2-[[2,2-dideuterio-2-[3,5-difluoro-2-(1,1,2,2,2-pentadeuterioethyl)phenoxy] acetyl]-[(2-fluoro-4-sulfamoyl-phenyl)methyl]amino]acetyl]amino]carbamate